2-(3-(3'-fluoro-6-methyl-[1,1'-biphenyl]-3-yl)-4-(4-sulfamoylbenzyl)-1H-pyrazol-1-yl)thiazole-4-carboxylic acid FC=1C=C(C=CC1)C1=CC(=CC=C1C)C1=NN(C=C1CC1=CC=C(C=C1)S(N)(=O)=O)C=1SC=C(N1)C(=O)O